C(C)(C)[C@H]1CC[C@H](CC1)OC[C@@H]1N(CCC[C@@H]1NS(=O)(=O)C)C(=O)NCC(F)(F)F cis-2-(((cis-4-isopropylcyclohexyl)oxy)methyl)-3-((methylsulfonyl)amino)-N-(2,2,2-trifluoroethyl)piperidine-1-carboxamide